(1-{[2-(trimethylsilyl)ethoxy]methyl}-1H-indazol-6-yl)-1H-pyrrole-2-carbonitrile C[Si](CCOCN1N=CC2=CC=C(C=C12)N1C(=CC=C1)C#N)(C)C